methyl N2-(3-(4'-(4-(((benzyloxy)carbonyl)amino)butyl)-[1,1'-biphenyl]-4-yl)propanoyl)-N6-((S)-2-((tert-butoxycarbonyl)amino)-5-methoxy-5-oxopentanoyl)-L-lysinate C(C1=CC=CC=C1)OC(=O)NCCCCC1=CC=C(C=C1)C1=CC=C(C=C1)CCC(=O)N[C@@H](CCCCNC([C@H](CCC(=O)OC)NC(=O)OC(C)(C)C)=O)C(=O)OC